5,8-bis(2,7-bis(4-(tert-butyl)phenyl)-9,9-dimethylacridine-10(9H)-yl)quinoxaline C(C)(C)(C)C1=CC=C(C=C1)C1=CC=2C(C3=CC(=CC=C3N(C2C=C1)C1=C2N=CC=NC2=C(C=C1)N1C=2C=CC(=CC2C(C2=CC(=CC=C12)C1=CC=C(C=C1)C(C)(C)C)(C)C)C1=CC=C(C=C1)C(C)(C)C)C1=CC=C(C=C1)C(C)(C)C)(C)C